2-amino-3-(anthracen-2-yl)propionic acid NC(C(=O)O)CC1=CC2=CC3=CC=CC=C3C=C2C=C1